C(N)(OCC(N(CC1=NC=CC=C1)CC1=NC=CC=C1)C(C)(C)C)=O tert-butyl-(2-(bis(pyridin-2-ylmethyl) amino) ethyl) carbamate